[N+](=O)([O-])C1=CC=C(C=C1)N1[C@@H]2CC[C@H](C1)C2 (1R,4S)-2-(4-nitrophenyl)-2-azabicyclo[2.2.1]heptane